1-((4aR,6R,7aS)-2-((2-(Diethoxymethyl)benzyl)oxy)-2-oxidotetrahydro-4H-furo[3,2-d][1,3,2]dioxaphosphinin-6-yl)-5-fluoropyrimidine-2,4(1H,3H)-dione C(C)OC(C1=C(COP2(OC[C@@H]3[C@@H](O2)C[C@@H](O3)N3C(NC(C(=C3)F)=O)=O)=O)C=CC=C1)OCC